4-(4-(1-((5-(2,4-difluorophenoxy)pyrazin-2-yl)amino)-1-oxopropan-2-yl)-2,2-dimethylpiperazine-1-carbonyl)-6-methoxypyrimidine 1-oxide FC1=C(OC=2N=CC(=NC2)NC(C(C)N2CC(N(CC2)C(=O)C2=NC=[N+](C(=C2)OC)[O-])(C)C)=O)C=CC(=C1)F